C(C#CC)N1N=C2C(N(C(C=C2N2[C@H](CN([C@@H](C2)C)[C@@H](C)C=2C=C3N=CC=NC3=CC2)C)=O)C)=C1 2-(but-2-yn-1-yl)-7-((2S,5R)-2,5-dimethyl-4-((S)-1-(quinoxalin-6-yl)ethyl)piperazin-1-yl)-4-methyl-2,4-dihydro-5H-pyrazolo[4,3-b]pyridin-5-one